2-formyl-N,N-diisopropyl-4-methyl-5-nitrobenzamide C(=O)C1=C(C(=O)N(C(C)C)C(C)C)C=C(C(=C1)C)[N+](=O)[O-]